(3aS,4S,6aR)-4-{[(4-methylphenyl)sulfonyl]oxy}hexahydrocyclopenta[c]pyrrole-2(1H)-carboxylic acid 2-methyl-2-propyl ester CC(C)(C)OC(=O)N1C[C@H]2[C@@H](C1)[C@H](CC2)OS(=O)(=O)C2=CC=C(C=C2)C